N-[1-[1-[(3R)-2,6-dioxo-3-piperidinyl]-3,4-dihydro-2H-quinolin-5-yl]-4-piperidinyl]-N-methyl-carbamic acid tert-butyl ester C(C)(C)(C)OC(N(C)C1CCN(CC1)C1=C2CCCN(C2=CC=C1)[C@H]1C(NC(CC1)=O)=O)=O